methyl 5-amino-4-methoxy-pyrazolo[1,5-a]pyridine-3-carboxylate NC1=C(C=2N(C=C1)N=CC2C(=O)OC)OC